1-[3-chloro-5-(trifluoromethyl)pyridin-2-yl]-4-{2'-ethoxy-[2,3'-bipyridine]-5-yl}-N-[(3S)-1-methylpyrrolidin-3-yl]piperidine-4-carboxamide ClC=1C(=NC=C(C1)C(F)(F)F)N1CCC(CC1)(C(=O)N[C@@H]1CN(CC1)C)C=1C=CC(=NC1)C=1C(=NC=CC1)OCC